C(C)(C)(C)OC(NC1=C(C(=CC=C1F)C(NC1=C(C=CC(=C1)N)Cl)=O)F)=O (3-((5-amino-2-chlorophenyl)carbamoyl)-2,6-difluorophenyl)carbamic acid tert-butyl ester